pyridinyl-cycloheptane N1=C(C=CC=C1)C1CCCCCC1